oleyldi(2-hydroxyethyl)amine oxide C(CCCCCCC\C=C/CCCCCCCC)[N+](CCO)(CCO)[O-]